The molecule is a 1,4-dihydro-1,8-naphthyridine with a carboxy group at the 3-position, an oxo sustituent at the 4-position, a fluoro substituent at the 5-position and a substituted pyrrolin-1-yl group at the 7-position. It has a role as a topoisomerase IV inhibitor, an antimicrobial agent and an antibacterial drug. It is a monocarboxylic acid, a 1,8-naphthyridine derivative, a quinolone antibiotic and a fluoroquinolone antibiotic. CO/N=C/1\\CN(CC1CN)C2=C(C=C3C(=O)C(=CN(C3=N2)C4CC4)C(=O)O)F